(6S)-6-methoxy-N'-((6-(2-methoxypyridin-4-yl)-2-methyl-3-(trifluoromethyl)phenyl)carbamoyl)-6,7-dihydro-5H-pyrazolo[5,1-b][1,3]oxazine-3-sulfonimidamide CO[C@H]1CN2C(OC1)=C(C=N2)S(=O)(N)=NC(NC2=C(C(=CC=C2C2=CC(=NC=C2)OC)C(F)(F)F)C)=O